C(C=1C(O)=CC=CC1)(=O)OCC\C=C/CC (3Z)-3-hexen-1-yl salicylate